C1NC[C@H]2[C@@H]1CC(C2)CCC=2C=C1C(=CNC1=CC2)NC(C)=O N-(5-(2-((3aR,5r,6aS)-octahydrocyclopenta[c]pyrrol-5-yl)ethyl)-1H-indol-3-yl)acetamide